BrC=1N(N=C2C=C(C=CC12)C1=CC(=CC=C1)OC)CCCN(C)C 3-(3-bromo-6-(3-methoxyphenyl)-2H-indazol-2-yl)-N,N-dimethylpropan-1-amine